FC1=C(C=C(C(=C1)OC1=CC2=C(N(C=N2)C)C=C1)C)NC=1C2=C(N=CN1)C=CC(=N2)[C@H]2C[C@@H](N(C2)C(C=C)=O)C 1-((2S,4S)-4-(4-((2-fluoro-5-methyl-4-((1-methyl-1H-benzo[d]imidazol-5-yl)oxy)phenyl)amino)pyrido[3,2-d]pyrimidin-6-yl)-2-methylpyrrolidin-1-yl)prop-2-en-1-one